BrC=1C=CC=C2C=CC=C(C12)N1CC=2N=C(N=C(C2CC1)N1C[C@@H](N(CC1)C(C=C)=O)CC#N)OC[C@H]1N(CCC1)C(=O)OC(C)(C)C tert-butyl (2S)-2-[[7-(8-bromo-1-naphthyl)-4-[(3S)-3-(cyanomethyl)-4-prop-2-enoyl-piperazin-1-yl]-6,8-dihydro-5H-pyrido[3,4-d]pyrimidin-2-yl]oxymethyl]pyrrolidine-1-carboxylate